BrCCOC1=CC=C(C=C1)S(=O)(=O)N 4-(2-bromoethoxy)benzenesulfonamide